CC(OCCCN)COC(COCCCN)C 4,7,10-Trioxa-5,8-dimethyl-tridecan-1,13-diamin